COC1=CC=C(CN(C2=CC(=C(C(=N2)C2=C(C(=C3C(NC(=NC3=C2F)Cl)=O)F)C(F)F)C(F)(F)F)C)CC2=CC=C(C=C2)OC)C=C1 7-(6-(bis(4-methoxybenzyl)amino)-4-methyl-3-(trifluoromethyl)pyridin-2-yl)-2-chloro-6-(difluoromethyl)-5,8-difluoroquinazolin-4(3H)-one